N-(2-amino-4-(4-(trifluoromethyl)phenethyl)phenyl)-2,3-difluoroheptanamide NC1=C(C=CC(=C1)CCC1=CC=C(C=C1)C(F)(F)F)NC(C(C(CCCC)F)F)=O